6-(3-cyanopyrrolo[1,2-b]pyridazin-7-yl)-4-(((1r,4R)-4-(2-(difluoromethyl)-2H-tetrazol-5-yl)cyclohexyl)amino)-N-((R)-2-fluoro-3-hydroxy-3-methylbutyl)nicotinamide C(#N)C1=CC=2N(N=C1)C(=CC2)C2=NC=C(C(=O)NC[C@H](C(C)(C)O)F)C(=C2)NC2CCC(CC2)C=2N=NN(N2)C(F)F